(1RS,2SR)-5'-Bromo-2-propyl-1',2'-dihydrospiro[cyclopropane-1,3'-pyrrolo[2,3-b]pyridine] BrC=1C=C2C(=NC1)NC[C@]21[C@H](C1)CCC |r|